N1=CC(C2=CC=CC=C12)=O 3-indolone